(4-amino-1,3-dihydrofuro[3,4-c][1,7]naphthyridin-8-yl)((3S,5R)-3-methyl-5-(6-(trifluoromethyl)-3-pyridinyl)-4-morpholinyl)methanone NC1=NC=2C=NC(=CC2C2=C1COC2)C(=O)N2[C@H](COC[C@H]2C=2C=NC(=CC2)C(F)(F)F)C